butyl-(chloro)magnesium C(CCC)[Mg]Cl